potassium allyloxy hydroxypropyl-sulfonate OCCCS(=O)(=O)OOCC=C.[K]